CC=1C=C(C=CC1C)NC(CSC=1NC=C(N1)C(=O)O)=O 2-((2-((3,4-DIMETHYLPHENYL)AMINO)-2-OXOETHYL)THIO)-1H-IMIDAZOLE-4-CARBOXYLIC ACID